FC1=CC=C(C=C1)CN1CC2(C1)CC(C2)N 2-[(4-fluorophenyl)methyl]-2-azaspiro[3.3]heptan-6-amine